O1C=C(C2=C1C=CC=C2)C[C@H](NC(C(=O)N(CC)CC)=O)B(O)O (R)-(2-(benzofuran-3-yl)-1-(2-(diethylamino)-2-oxoacetamido)ethyl)boronic acid